NC=1C2=C(N=CN1)N(C=C2C2=CC=C(C=C2)OC2=CC=CC=C2)C2CCN(CC2)C2COC(OC2)CN2C(C1=CC=CC=C1C2=O)=O 2-((5-(4-(4-amino-5-(4-phenoxyphenyl)-7H-pyrrolo[2,3-d]pyrimidin-7-yl)piperidin-1-yl)-1,3-dioxan-2-yl)methyl)isoindoline-1,3-dione